tert-Butyl 9-(2-(2,6-dioxopiperidin-3-yl)-1-oxoisoindolin-5-yl)-3,9-diazaspiro[5.5]undecane-3-carboxylate O=C1NC(CCC1N1C(C2=CC=C(C=C2C1)N1CCC2(CCN(CC2)C(=O)OC(C)(C)C)CC1)=O)=O